1,5-bis(4-methylphenyl)pentan-3-one CC1=CC=C(C=C1)CCC(CCC1=CC=C(C=C1)C)=O